2-((S)-3-(2-((R)-1-hydroxyethyl)imidazo[4,5-d]pyrrolo[2,3-b]pyridin-1(6H)-yl)pyrrolidin-1-yl)-N-(2,2,2-trifluoroethyl)butanamide aluminum-silicon [Si].[Al].O[C@H](C)C1=NC=2C(=C3C(=NC2)NC=C3)N1[C@@H]1CN(CC1)C(C(=O)NCC(F)(F)F)CC